benzyl (7-(2-(1-(2,5-difluoro-4-nitrophenyl)piperidin-4-yl)ethyl)-7-azaspiro[3.5]nonan-2-yl)carbamate FC1=C(C=C(C(=C1)[N+](=O)[O-])F)N1CCC(CC1)CCN1CCC2(CC(C2)NC(OCC2=CC=CC=C2)=O)CC1